FC1=C(C=CC(=C1)F)S(=O)(=O)NC1=C(C=CC(=C1)C=1C=C2C(=NC=NC2=CC1)N1CCN(CC1)C(\C=C\C(C)=O)=O)OC (E)-2,4-difluoro-N-(2-methoxy-5-(4-(4-(4-oxopent-2-enoyl)piperazin-1-yl)quinazolin-6-yl)phenyl)benzene-sulfonamide